C(C)(C)(C)OC(=O)N(C(OC(C)(C)C)=O)C1=NC=C(C=N1)C1CCC1 tert-butyl N-tert-butoxycarbonyl-N-(5-cyclobutylpyrimidin-2-yl)carbamate